[C@@H]1([C@H](O)[C@H](O)[C@@H](CO)O1)N1C(=S)NC(=O)C=C1 Thiouridin